5-chloro-N-(2,6-dichlorophenyl)-2-(methylsulfonyl)pyrimidine-4-carboxamide ClC=1C(=NC(=NC1)S(=O)(=O)C)C(=O)NC1=C(C=CC=C1Cl)Cl